5-[2-[[2-Chloro-4-[5-(difluoromethyl)-1,3,4-oxadiazol-2-yl]phenyl]methyl]tetrazol-5-yl]-1-methylbenzimidazol-2-amine ClC1=C(C=CC(=C1)C=1OC(=NN1)C(F)F)CN1N=C(N=N1)C1=CC2=C(N(C(=N2)N)C)C=C1